NC=1C(=NNC1)C#CCOC 4-amino-3-(3-methoxyprop-1-ynyl)pyrazol